tert-butyl 4-(5-methoxy-1,3-dimethyl-2-oxo-1,2-dihydroquinolin-7-yl)-3,6-dihydropyridine-1(2H)-carboxylate COC1=C2C=C(C(N(C2=CC(=C1)C=1CCN(CC1)C(=O)OC(C)(C)C)C)=O)C